COC1=NC=C(C(=N1)OC)C=1C=C(C=2N(N1)C=CN2)[C@@H]2[C@H](C2)C(=O)NC2=CC=CC=C2 (1S,2S)-2-(6-(2,4-dimethoxypyrimidin-5-yl)imidazo[1,2-b]pyridazin-8-yl)-N-phenylcyclopropane-1-carboxamide